C1(=CC=CC=C1)[C@H]1CC[C@H](CC1)OC[C@@H]1N(CC[C@@H]1NS(=O)(=O)C)C1=CSC=C1 N-((2R,3S)-2-((((CIS)-4-phenylcyclohexyl)oxy)methyl)-1-(thiophen-3-yl)pyrrolidin-3-yl)methanesulfonamide